BrC=1C=C(C=C(C1O)Cl)CC(=O)OC methyl 2-(3-bromo-5-chloro-4-hydroxy-phenyl)acetate